CN1N(N(C2=C1C=CC=C2)C)C 1,2,3-trimethyl-benzotriazole